C1(=C(C=CC=C1)S(=O)(=O)SCCN1CCOCC1)C S-Morpholinoethyl ToluylThioSulfonate